Mannosamine OC1[C@@H](N)[C@@H](O)[C@H](O)[C@H](O1)CO